C(C)(C)(C)C1=CC=C(C=C1)NC1=CC=C(C=C1)C(C)(C)C di(4-tertiary butyl-phenyl)amine